FC1=C(OC=2N=CC(=NC2)NC([C@H](C)N2CC(N(CC2)C(C2=CN=CC=C2)=O)(C)C)=O)C=CC(=C1)F (S)-N-(5-(2,4-difluorophenoxy)pyrazin-2-yl)-2-(3,3-dimethyl-4-nicotinoylpiperazin-1-yl)propanamide